trimethyl-1-propynyl-silane C[Si](C#CC)(C)C